(S)-7-Bromo-5-(4-chlorophenyl)-3-methyl-1,3-dihydro-2H-benzo[e][1,4]diazepin-2-one BrC1=CC2=C(NC([C@@H](N=C2C2=CC=C(C=C2)Cl)C)=O)C=C1